6-decyloxymethoxy-1,3-dimethylhexylmagnesium chloride C(CCCCCCCCC)OCOCCCC(CC(C)[Mg]Cl)C